CCC1=C(C(=O)NC1CC2=C(C(=C(N2)CC3=C(C(=C(N3)CC4C(=C(C(=O)N4)CC)C)C)CCC(=O)O)CCC(=O)O)C)C urobilinogen